SCC(CSCCS)SCCS 2'-((3-mercaptopropane-1,2-diyl)bis(sulfanediyl))bis(ethane-1-thiol)